5-((R)-1-(3,5-dichloropyridin-4-yl)ethoxy)-N-(1-((1-methylpyrrolidin-2-yl)methyl)-1H-pyrazol-4-yl)-1H-indazole-3-carboxamide ClC=1C=NC=C(C1[C@@H](C)OC=1C=C2C(=NNC2=CC1)C(=O)NC=1C=NN(C1)CC1N(CCC1)C)Cl